1,2-dimethyl-tetrachlorodisilane C[Si]([Si](C)(Cl)Cl)(Cl)Cl